FC1=C(C(=O)N([C@H]2CNCCC2)C2=NC=CC3=CC=CC(=C23)C)C=CC(=C1)C=1SC=C(N1)C (R)-2-fluoro-N-(8-methylisoquinolin-1-yl)-4-(4-methylthiazol-2-yl)-N-(piperidin-3-yl)benzamide